ClC1=CC2=C(N(C(C(N2C)=O)=O)C2CCN(CC2)C2=NC=C(C=N2)CNCCN2CCCCC2)N=C1 7-Chloro-1-methyl-4-(1-(5-(((2-(piperidin-1-yl)ethyl)amino)methyl)pyrimidin-2-yl)piperidine-4-yl)-1,4-dihydropyrido[2,3-b]pyrazine-2,3-dione